F[B-](F)(F)F.CN(C)C(=[N+]1N=[N+](C2=NC=CC=C21)[O-])N(C)C 1-[bis(dimethylamino)methylene]-1H-1,2,3-triazolo[4,5-b]pyridinium-3-oxide tetrafluoroborate